C(C1=CC=CC=C1)(=O)N1CCC(CC1)NC(=O)C1=NNC2=CC=C(C=C12)C=1C(=NC=CC1)F N-(1-benzoylpiperidin-4-yl)-5-(2-fluoropyridin-3-yl)-1H-indazole-3-carboxamide